4-[2-((1R)-1-{[(4-chlorophenyl)sulfonyl]-2,5-difluoroanilino}ethyl)-5-fluorophenyl]butanoic acid ClC1=CC=C(C=C1)S(=O)(=O)N(C1=C(C=CC(=C1)F)F)[C@H](C)C1=C(C=C(C=C1)F)CCCC(=O)O